ClC=1C=C(C=C(C1)Cl)C1(CC(=NO1)C1=CC(=C(C(=O)NC2CS(C2)=O)C=C1)C)C(F)(F)F 4-[5-(3,5-dichlorophenyl)-5-(trifluoromethyl)-4H-isoxazol-3-yl]-2-methyl-N-(1-oxothietane-3-yl)benzamide